2-[1-[2-(6,8-Dihydro-[1,3]dioxolo[4,5-e]isoindol-7-yl)-3,6-dimethyl-4-oxo-chromen-8-yl]ethylamino]benzoic acid O1COC=2C1=C1CN(CC1=CC2)C=2OC1=C(C=C(C=C1C(C2C)=O)C)C(C)NC2=C(C(=O)O)C=CC=C2